N-cyclopropyl-3-oxo-3,4-dihydro-2H-benzo[b][1,4]oxazine-7-carboxamide C1(CC1)NC(=O)C=1C=CC2=C(OCC(N2)=O)C1